CC1=CC=CC(=N1)OC1=CC=C(C=C1)CO (4-((6-methylpyridin-2-yl)oxy)phenyl)methanol